3-((3-methyl-4-nitro-1-(tetrahydro-2H-pyran-2-yl)-1H-pyrazol-5-yl)oxy)propan-1-ol CC1=NN(C(=C1[N+](=O)[O-])OCCCO)C1OCCCC1